3-chloro-4-((3,5-difluoropyridin-2-yl)methoxy-d2)-2'-(4-fluoro-3-(2-hydroxypropan-2-yl)-1H-pyrazol-1-yl)-5',6-dimethyl-2H-[1,4'-bipyridin]-2-one ClC=1C(N(C(=CC1OC([2H])([2H])C1=NC=C(C=C1F)F)C)C1=CC(=NC=C1C)N1N=C(C(=C1)F)C(C)(C)O)=O